N-(3-fluorophenyl)-1,3-selenazol-5-carboxamide FC=1C=C(C=CC1)NC(=O)C1=CN=C[Se]1